ClC1=NC(=NC(=C1)Cl)C=1OC(=CC1)C 4,6-dichloro-2-(5-methylfuran-2-yl)pyrimidine